P(=O)(O)(O)OC[C@@H]1[C@H]([C@H]([C@@H](O1)N1C=[N+](C=2C(=O)NC(N)=NC12)C)O)O N7-methyl-guanosine 5'-monophosphate